CN1N=C(C=C1C1=NC(=CC(=C1)C=1C=C(C=CC1C)NC(=O)N1C[C@@H](CC1)CC(F)(F)F)N1CCOCC1)C (3S)-N-[3-[2-(2,5-dimethylpyrazol-3-yl)-6-(morpholin-4-yl)pyridin-4-yl]-4-methylphenyl]-3-(2,2,2-trifluoroethyl)pyrrolidine-1-carboxamide